CN(C1CN(C1)C=1C=CC(=C(C(=O)O)C1)C)C 5-[3-(dimethylamino)azetidin-1-yl]-2-methyl-benzoic acid